N-ethylaminomethyl-triethoxy-silane C(C)NC[Si](OCC)(OCC)OCC